2-(6-((2S,5R)-4-(1-(8-chloro-3,3-dimethyl-2,3-dihydrobenzo[b][1,4]dioxin-6-yl)ethyl)-2,5-dimethylpiperazin-1-yl)-9-ethyl-3-methyl-2-oxo-3,9-dihydro-2H-purin-8-yl)acetonitrile ClC1=CC(=CC2=C1OCC(O2)(C)C)C(C)N2C[C@@H](N(C[C@H]2C)C=2C=1N=C(N(C1N(C(N2)=O)C)CC)CC#N)C